Methyl 4-((4-bromobenzyl)oxy)quinoline-2-carboxylate BrC1=CC=C(COC2=CC(=NC3=CC=CC=C23)C(=O)OC)C=C1